3,3',5,5'-tetrakis(methoxymethyl)-[1,1'-biphenyl] COCC=1C=C(C=C(C1)COC)C1=CC(=CC(=C1)COC)COC